C(C)(C)S[Sn](SC1SCC1)(SC1SCC1)SCCC isopropylthio(propylthio)bis(thietanylthio)tin